1-[4-[(1E)-2-(2,6-dimethylphenyl)ethenyl]-1-piperidinyl]-2-propen-1-one CC1=C(C(=CC=C1)C)/C=C/C1CCN(CC1)C(C=C)=O